COC1=C(C=C2C(=NC(=NC2=C1)C)N[C@H](C)C1=CC(=CC(=C1)C(F)(F)F)[N+](=O)[O-])C1CCNCC1 (R)-7-methoxy-2-methyl-N-(1-(3-nitro-5-(trifluoromethyl)phenyl)ethyl)-6-(piperidin-4-yl)quinazoline-4-amine